monodansyl-pentanediamine S(=O)(=O)(C1=CC=CC=2C(N(C)C)=CC=CC12)C(CCCC)(N)N